3-(3-(4-(2,3-dichlorophenyl)piperazin-1-yl)-3-oxopropyl)-8-fluorobenzofuro[3,2-d]pyrimidin-4(3H)-one ClC1=C(C=CC=C1Cl)N1CCN(CC1)C(CCN1C=NC2=C(C1=O)OC1=C2C=C(C=C1)F)=O